3-(4-(4-((2-amino-7-azaspiro[3.5]nonan-7-yl)methyl)piperidin-1-yl)-3-fluorophenyl)piperidine-2,6-dione NC1CC2(C1)CCN(CC2)CC2CCN(CC2)C2=C(C=C(C=C2)C2C(NC(CC2)=O)=O)F